4-butylurea CCCCNC(=O)N